3-(6-(((1S,3S)-3-((5-Chloropyrazin-2-yl)amino)cyclopentyl)amino)pyridin-3-yl)-1-methylimidazolidine-2,4-dione ClC=1N=CC(=NC1)N[C@@H]1C[C@H](CC1)NC1=CC=C(C=N1)N1C(N(CC1=O)C)=O